FC1([C@H](CNC1)OCC1=C(N(N=C1)C)C1=CC=2N(C=C1)N=C(C2)NC(=O)C2CC2)F (S)-N-[5-[4-[(4,4-difluoropyrrolidin-3-yl)oxymethyl]-2-methyl-pyrazol-3-yl]pyrazolo[1,5-a]pyridin-2-yl]cyclopropanecarboxamide